NC(CC(=O)O)C(=O)NCCCC(=O)OC 3-amino-4-[(4-methoxy-4-oxobutyl)amino]-4-oxobutanoic acid